ClC=1C=C(C(=NC1)O)NC(=O)C1CC2(CC(C2)NC(OC(C)(C)C)=O)C1 tert-butyl N-[6-[(5-chloro-2-hydroxy-3-pyridyl)carbamoyl]spiro[3.3]heptan-2-yl]carbamate